1,2,3,4-tetrahydroindole N1CCC2CC=CC=C12